2-ethyl-3,4,10-trihydroxy-13-[(2R,4R,5S,6S)-5-hydroxy-4-methoxy-4,6-dimethyl-5-(propylaminomethyl)oxan-2-yl]oxy-3,5,8,10,12,14-hexamethyl-1-oxa-6-azacyclopentadecan-15-one C(C)C1OC(C(C(C(CC(CC(CNC(C(C1(C)O)O)C)C)(C)O)C)O[C@@H]1O[C@H]([C@]([C@](C1)(C)OC)(CNCCC)O)C)C)=O